N-n-undecanoyl-leucine C(CCCCCCCCCC)(=O)N[C@@H](CC(C)C)C(=O)O